3-((5-bromo-6-(ethoxymethyl)pyridin-2-yl)methyl)-2-butyl-1,3-diazaspiro[4.4]non-1-ene BrC=1C=CC(=NC1COCC)CN1C(=NC2(C1)CCCC2)CCCC